((3-bromo-2-methylphenyl)amino)-2-methylpyrido[3,2-d]pyrimidine-7-carbaldehyde BrC=1C(=C(C=CC1)NC=1C2=C(N=C(N1)C)C=C(C=N2)C=O)C